(R,E)-N-(4-(2-methoxyphenoxy)benzylidene)-4-methylbenzenesulfinamide COC1=C(OC2=CC=C(\C=N\[S@](=O)C3=CC=C(C=C3)C)C=C2)C=CC=C1